(S)-8-((4-(difluoromethoxy)phenyl)sulfonyl)-3-((S)-2-oxa-7-azaspiro[4.4]non-7-yl)-1-oxa-8-azaspiro[4.5]decane FC(OC1=CC=C(C=C1)S(=O)(=O)N1CCC2(C[C@@H](CO2)N2C[C@@]3(CCOC3)CC2)CC1)F